NC=1C=C(C=CC1)C=1N=C(NC1C1=CC=CC=C1)N(C(=O)OC(C)(C)C)C(=O)OC(C)(C)C 4-(3-aminophenyl)-5-phenyl-2-(N,N-bis-tert-butoxycarbonylamino)-1H-imidazole